ClC1=CC=C(CN2C3(CN(C3)C=3C(=NC=CC3)C)C(N(CC2=O)C(C)C)=O)C=C1 5-(4-chlorobenzyl)-8-isopropyl-2-(2-methylpyridin-3-yl)-2,5,8-triazaspiro[3.5]nonane-6,9-dione